COC1=C(C(=CC=C1)OC)C1=CC(=NN1CC(C)C)C(=O)N[C@H](C(=O)NCC(CC)=O)CCC1=CC=CC=C1 (2S)-2-{[5-(2,6-dimethoxyphenyl)-1-(2-methylpropyl)-1H-pyrazol-3-yl]formamido}-N-(2-oxobutyl)-4-phenylbutanamide